lithium dinaphthalate C1(=CC=CC2=CC=CC=C12)C(=O)[O-].C1(=CC=CC2=CC=CC=C12)C(=O)[O-].[Li+].[Li+]